CN1CC[N+]2(CC(CC2)O)CC1 8-methyl-8-aza-5-azoniaspiro[4.5]decan-3-ol